C1(CCC1)C=1C(=NN(C1NC(C[C@@H]1C(C(C1)(F)F)(F)F)=O)C)CC1CCC1 (S)-N-(4-cyclobutyl-3-(cyclobut-ylmethyl)-1-methyl-1H-pyrazol-5-yl)-2-(2,2,3,3-tetrafluorocyclobutyl)acetamide